The molecule is a methanesulfonate ester that is hexane-2,5-diol in which the hydrogens of the hydroxy groups are replaced by methanesulfonyl groups. It has a role as a mutagen and an alkylating agent. CC(CCC(C)OS(=O)(=O)C)OS(=O)(=O)C